C1=CC2=NC(=O)C=CN2C=C1 pyrido[1,2-A]pyrimidinone